C(C1=CC=CC=C1)O[C@@H](CN(C(OCC1=CC=CC=C1)=O)CC1=C(C=C(C=C1)OC)OC)[C@H](C=C)OCC1=CC=CC=C1 benzyl N-[(2S,3S)-2,3-bis(benzyloxy)pent-4-en-1-yl]-N-[(2,4-dimethoxyphenyl)methyl]carbamate